2-((S)-1,2-dihydroxyethyl)-5-((2S,3R,4R,5S)-3-(4-fluoro-2-methoxy-3-methylphenyl)-4,5-dimethyl-5-(trifluoromethyl)tetrahydrofuran-2-carboxamido)pyridine 1-oxide O[C@H](CO)C1=[N+](C=C(C=C1)NC(=O)[C@H]1O[C@@]([C@@H]([C@@H]1C1=C(C(=C(C=C1)F)C)OC)C)(C(F)(F)F)C)[O-]